5-(3,4-difluorobenzylcarbamoyl)nicotinic acid FC=1C=C(CNC(=O)C=2C=NC=C(C(=O)O)C2)C=CC1F